ClC1=CC(=CC2=C1N=C(S2)NC(=O)C2CN(CCC2)C2CN(C2)C(=O)OC(C)(C)C)F tert-butyl 3-{3-[(4-chloro-6-fluoro-1,3-benzothiazol-2-yl)carbamoyl]piperidin-1-yl}azetidine-1-carboxylate